3-(6-(1H-pyrazol-1-yl)pyrazin-2-yl)bicyclo[1.1.1]pentane-1-carboxylic acid methyl ester COC(=O)C12CC(C1)(C2)C2=NC(=CN=C2)N2N=CC=C2